CN(N(S(=O)(=O)CC1=CC=CC=C1)NCC)CC N'-Methyl-1-phenyl-1-N,N-diethylaminomethanesulfonamid